N(=N\C(=O)OC(C)C)/C(=O)OC(C)C dipropan-2-yl (E)-diazene-1,2-dicarboxylate